3-(4-benzyl-6,6-dimethyl-4,5-dihydro-1,3-oxazin-2-yl)quinoline-8-carbonitrile C(C1=CC=CC=C1)C1N=C(OC(C1)(C)C)C=1C=NC2=C(C=CC=C2C1)C#N